C1CCCCC(CC1)=O cyclooctan-6-one